4-(2-pyrrolidin-1-ylethyl)piperazin N1(CCCC1)CCN1CCNCC1